NC=1C=CC(=C(C1)CS(=O)(=O)N1C(C[C@@H](CC1)NC=1C=C(C=CC1)C1=C(C(=C(S1)C(=O)OC(C)(C)C)OCC(=O)O)Cl)(C)C)F 2-[[5-[3-[[(4R)-1-[(5-amino-2-fluoro-phenyl)methylsulfonyl]-2,2-dimethyl-4-piperidyl]amino]phenyl]-2-tert-butoxycarbonyl-4-chloro-3-thienyl]oxy]acetic acid